(Z)-1-(4-oxo-3-(o-tolyl)thiazolidin-2-ylidene)-3-(3-(4-(1-(4-(trifluoromethoxy)phenyl)-1H-1,2,4-triazol-3-yl)phenyl)propyl)urea O=C1N(/C(/SC1)=N/C(=O)NCCCC1=CC=C(C=C1)C1=NN(C=N1)C1=CC=C(C=C1)OC(F)(F)F)C1=C(C=CC=C1)C